CC=1N=CNC1CO 4-methyl-5-hydroxymethylimidazole